C(C)(C)(C)OC(=O)N1CC(NCC1)C 3-methylpiperazine-carboxylic acid-1-tert-butyl ester